O=C(CC(=O)SCCNC(CCNC([C@@H](C(COP(OP(OC[C@@H]1[C@H]([C@H]([C@@H](O1)N1C=NC=2C(N)=NC=NC12)O)OP(=O)(O)O)(=O)O)(=O)O)(C)C)O)=O)=O)CCC(=O)O 3-oxo-adipoyl-coenzyme A